racemic-2,6-dimethyltyrosine CC1=C(C[C@H](N)C(=O)O)C(=CC(=C1)O)C |r|